C(C1=CC=CC=C1)O[C@@](CCC=C)(C(F)(F)F)C=1OC(=NN1)C1=NC(=C(C=C1[N+](=O)[O-])C(F)(F)F)OC(CC=C)C1CC1 2-[(1R)-1-Benzyloxy-1-(trifluoromethyl)pent-4-enyl]-5-[6-(1-cyclopropylbut-3-enoxy)-3-nitro-5-(trifluoromethyl)-2-pyridyl]-1,3,4-oxadiazole